BrC1=CC=2OCC(CN(C2N=C1)C(C)=O)(CO)O 1-(8-bromo-3-hydroxy-3-(hydroxymethyl)-3,4-dihydropyrido[3,2-b][1,4]oxazepin-5(2H)-yl)ethan-1-one